OP(O)OP(O)O.C(C)(C)(C)C1=C(C=CC(=C1)C(C)(C)C)C(O)(C(CO)(CO)CO)C1=C(C=C(C=C1)C(C)(C)C)C(C)(C)C di-(2,4-di-tert-butylphenyl)pentaerythritol diphosphite